5-(difluoromethyl)-2-(4-((2-(methoxy-d3)-2-methylpropyl)amino)pyrido[3,4-d]pyridazin-1-yl)phenol FC(C=1C=CC(=C(C1)O)C1=C2C(=C(N=N1)NCC(C)(C)OC([2H])([2H])[2H])C=NC=C2)F